ClC=1C=C2C(=CC1)NC(C21CCN(CC1)CCOC=1C=C2C(=NC1)N(C(O2)=O)C2CC(C2)(C)O)=O 5-chloro-1'-[2-({2-oxo-3-[(cis)-3-hydroxy-3-methylcyclobutyl]-2H,3H-[1,3]oxazolo[4,5-b]pyridin-6-yl}oxy)ethyl]-1,2-dihydrospiro[indole-3,4'-piperidin]-2-one